N-(1'-(2-(1,1-Difluoroethyl)-6-(1-hydroxyethyl)pyrimidin-4-yl)-1',2'-dihydrospiro[cyclopropane-1,3'-pyrrolo[3,2-c]pyridin]-6'-yl)acetamide FC(C)(F)C1=NC(=CC(=N1)N1CC2(C=3C=NC(=CC31)NC(C)=O)CC2)C(C)O